(1S,3S,5S)-5-((1H-1,2,3-triazol-1-yl)methyl)-2-((9,9-difluoro-9H-fluorene-3-carbonyl)glycyl)-2-azabicyclo[3.1.0]hexane-3-carboxylic acid N1(N=NC=C1)C[C@@]12C[C@H](N([C@H]2C1)C(CNC(=O)C=1C=CC=2C(C3=CC=CC=C3C2C1)(F)F)=O)C(=O)O